octylstearyl ether C(CCCCCCC)OCCCCCCCCCCCCCCCCCC